(R)-N-(3-(3,5-dimethylisoxazol-4-yl)-4-(piperidin-2-ylmethoxy)phenyl)-1,4-dimethyl-1H-pyrazole-5-carboxamide CC1=NOC(=C1C=1C=C(C=CC1OC[C@@H]1NCCCC1)NC(=O)C1=C(C=NN1C)C)C